C(C1=CC=CC=C1)OC=1C(C(=CN2N(CN(C(C21)=O)[C@@H](C)C=C)[C@@H](C=C)CC(F)(F)F)C(=O)NCC2=C(C=C(C=C2F)F)F)=O 5-(benzyloxy)-3-((S)-but-3-en-2-yl)-4,6-dioxo-N-(2,4,6-trifluorobenzyl)-1-((R)-5,5,5-trifluoropent-1-en-3-yl)-2,3,4,6-tetrahydro-1H-pyrido[2,1-f][1,2,4]triazine-7-carboxamide